COC1(CCC23C(CCC2C(C1C3)(C)C)C)C octahydro-6-methoxy-3,6,8,8-tetramethyl-1H-3a,7-methanoazulene